[(tert-butoxy)carbonyl]piperidine C(C)(C)(C)OC(=O)N1CCCCC1